S(=O)(=O)(O)O.C(CC)C(COCC(CCCCC)CCC)CCCCC 2-propylheptyl Ether sulfate